ClC1=NC(=CC=C1C(=O)OCC)C(=C)C ethyl 2-chloro-6-isopropenyl-pyridine-3-carboxylate